P(=O)#CC(C[C@H](N)[C@@H](O)CC(O)=O)C phosphorylstatine